FC1=CC=C(C=C1)C1=C(CCCC1)C(=O)N1CCN(CC1)CC=1C=C2CN(C(C2=CC1)=O)N1C(NC(CC1)=O)=O 1-(5-((4-(4'-fluoro-3,4,5,6-tetrahydro-[1,1'-biphenyl]-2-carbonyl)piperazin-1-yl)methyl)-1-oxoisoindolin-2-yl)dihydropyrimidine-2,4(1H,3H)-dione